N-(4-(4-oxo-2-(trifluoromethyl)quinazolin-3(4H)-yl)phenyl)-2-(3,4,5-trimethoxyphenyl)acetamide O=C1N(C(=NC2=CC=CC=C12)C(F)(F)F)C1=CC=C(C=C1)NC(CC1=CC(=C(C(=C1)OC)OC)OC)=O